2,5-dichloro-N-(2-isopropylphenyl)pyrimidin-4-amine ClC1=NC=C(C(=N1)NC1=C(C=CC=C1)C(C)C)Cl